CC(C)CCC[C@@H](C)[C@H]1CC[C@H]2C=3CC[C@H]4C[C@H](CC[C@]4(C)C3CC[C@]12C)O 5α-cholest-8(9)-en-3β-ol